FC=1C(=NC(=NC1)NC1CC(CCC1)C(=O)N)C1CN(CCC1)C1=CC=C(C=C1)F 3-((5-fluoro-4-(1-(4-fluorophenyl)piperidin-3-yl)pyrimidin-2-yl)amino)cyclohexane-1-carboxamide